CC1=C(C=2N(N=C1N1CC=3C=C(C=NC3CC1)NC1=C(C=C(C=C1)C)F)C=NN2)C 6-(7,8-dimethyl-[1,2,4]triazolo[4,3-b]pyridazin-6-yl)-N-(2-fluoro-4-methyl-phenyl)-7,8-dihydro-5H-1,6-naphthyridin-3-amine